N-[4-(1-{[6-(propan-2-yl)pyridin-3-yl]carbonyl}piperidin-4-yl)butyl]-1H-pyrrolo[3,2-c]pyridine-2-carboxamide CC(C)C1=CC=C(C=N1)C(=O)N1CCC(CC1)CCCCNC(=O)C1=CC=2C=NC=CC2N1